ClC1=CC=C(C=C1)C=1N(C(N(C1)CC1=NN(C(=N1)[C@H](C)O)C1=CC=C(C=C1)Cl)=O)C[C@@H](C(F)(F)F)O 4-(4-chlorophenyl)-1-((1-(4-chlorophenyl)-5-((S)-1-hydroxyethyl)-1H-1,2,4-triazol-3-yl)methyl)-3-((S)-3,3,3-trifluoro-2-hydroxypropyl)-1,3-dihydro-2H-imidazol-2-one